(S)-2-[(2-amino-6-iodothieno[3,2-d]pyrimidin-4-yl)amino]-1-propanol NC=1N=C(C2=C(N1)C=C(S2)I)N[C@H](CO)C